Dicymyl peroxide C=1(C(=CC(=CC1)C)OOC1=C(C=CC(=C1)C)C(C)C)C(C)C